C(C)OC(=O)C1=CC=2N=CN=C(C2N1)SC 4-(methylthio)-5H-pyrrolo[3,2-d]pyrimidine-6-carboxylic acid ethyl ester